2-chloro-6-methyl-4-(trifluoromethyl)nicotinonitrile ClC1=C(C#N)C(=CC(=N1)C)C(F)(F)F